C(C1=CC=CC=C1)C1=C(C(NC2=CC=C(C=C12)Cl)=O)C=1CC(N(N1)C(CC)=O)C=1C=NC(=CC1)OC 4-benzyl-6-chloro-3-[3-(6-methoxy-3-pyridyl)-2-propanoyl-3,4-dihydropyrazol-5-yl]-1H-quinolin-2-one